O[C@H]1[C@H](CCC=2C=CC(=CC12)C#N)[C@@H]1N2C(C3=CC=CC=C13)=CN=C2 (7R,8S)-8-Hydroxy-7-((S)-5H-imidazo[5,1-a]isoindol-5-yl)-5,6,7,8-tetrahydronaphthalen-2-carbonitril